(S)-2-(((benzyloxy)carbonyl)amino)-3-(naphthalen-1-yl)propionic acid C(C1=CC=CC=C1)OC(=O)N[C@H](C(=O)O)CC1=CC=CC2=CC=CC=C12